tert-butyl 4-[1-(7-fluoro-2-methylindazol-5-yl)thieno[3,2-c]pyrazol-5-yl]piperidine-1-carboxylate FC1=CC(=CC2=CN(N=C12)C)N1N=CC2=C1C=C(S2)C2CCN(CC2)C(=O)OC(C)(C)C